CC1=CC=CC=C1C1=CC=CC=C1 6-methylbiphenyl